Formimidat C([O-])=N